ClC1=C(C=CC=C1COC(F)(F)F)S(=O)(=O)NC=1C=C(C(C(=O)O)=CC1)C(=O)O 4-[[2-chloro-3-(trifluoromethoxymethyl)phenyl]sulfonylamino]phthalic acid